2-(5-(p-tolyl)isoxazol-3-yl)piperidine-1-carboxylic acid tert-butyl ester C(C)(C)(C)OC(=O)N1C(CCCC1)C1=NOC(=C1)C1=CC=C(C=C1)C